(S)-1-((((1-Methoxy-1-oxopropan-2-yl)carbamoyl)oxy)methyl)-3-((2-(nitrooxy)ethyl)carbamoyl)pyridin-1-ium formate C(=O)[O-].COC([C@H](C)NC(=O)OC[N+]1=CC(=CC=C1)C(NCCO[N+](=O)[O-])=O)=O